ClC=1C=C2C(=CN=NC2=CC1C#CC1=NN(C(=C1C#N)NCC1=CC=C(C=C1)OC)[C@@H]1CN(CC1)C(=O)OC(C)(C)C)C1CC1 Tert-butyl (3S)-3-{3-[2-(6-chloro-4-cyclopropylcinnolin-7-yl)ethynyl]-4-cyano-5-{[(4-methoxyphenyl)methyl]amino}pyrazol-1-yl}pyrrolidine-1-carboxylate